N-(5-bromo-1H-pyrrolo[3,2-b]pyridin-3-yl)-5-[(1-methyl-1H-pyrazol-5-yl)oxy]-1H-benzo[d]imidazol-2-amine BrC1=CC=C2C(=N1)C(=CN2)NC2=NC1=C(N2)C=CC(=C1)OC1=CC=NN1C